bromononan BrCCCCCCCCC